benzyl(methyl)carbamic fluoride C(C1=CC=CC=C1)N(C(=O)F)C